(rac)-tert-butyl 3,3-difluoro-5-[7-[1-[4-(trifluoromethoxy)benzoyl]-4-piperidyl]-3H-imidazo[4,5-b]pyridin-2-yl]piperidine-1-carboxylate FC1(CN(C[C@@H](C1)C1=NC=2C(=NC=CC2C2CCN(CC2)C(C2=CC=C(C=C2)OC(F)(F)F)=O)N1)C(=O)OC(C)(C)C)F |r|